CN(C1=CC=C(C=C1)C=1C=C(C=CC1)C1=C(C=NN1)C1N(C2=CC=CC=C2C(N1)=O)C)C 2-[5-[3-[4-(Dimethyl-amino)phenyl]phenyl]-1H-pyrazol-4-yl]-1-methyl-2,3-dihydro-quinazolin-4-one